copper magnesium fluoride [F-].[Mg+2].[Cu+2].[F-].[F-].[F-]